(E)-4-(3,4-dimethoxyphenyl)but-3-en-2-one COC=1C=C(C=CC1OC)/C=C/C(C)=O